(R)-5-((1-(4-(3-(Ethylamino)pyrrolidin-1-yl)phenyl)-1H-imidazol-4-yl)amino)pyrazine-2-carbonitrile C(C)N[C@H]1CN(CC1)C1=CC=C(C=C1)N1C=NC(=C1)NC=1N=CC(=NC1)C#N